C1=C(C=CC2=CC=CC=C12)N1C2=CC=CC=C2C=2C=C(C=CC12)B(O)O 9-(2-naphthalenyl)-9H-carbazol-3-boronic acid